C1(CC1)C(C)NC(=O)N[C@@H]1C[C@H](C=2C1=CC(=C1C=C(N=CC21)C2CC2)S(NCC(C)C)(=O)=O)NC2=NC1=C(N2)C=CC=C1 |r| 1-(1-cyclopropylethyl)-3-[trans-(7RS,9RS)-9-(1H-benzimidazol-2-ylamino)-3-cyclopropyl-5-(2-methyl-propylsulfamoyl)-8,9-dihydro-7H-cyclopenta[h]isoquinolin-7-yl]urea